O=C1N(CC2=CC(=CC=C12)O[C@H]1[C@H](CCCC1)N1CC(C1)C1=NC=C(C=C1)C(F)(F)F)N1C(CCCC1=O)=O (1-oxo-5-(((cis)-2-(3-(5-(trifluoromethyl)pyridin-2-yl)azetidin-1-yl)cyclohexyl)-oxy)isoindolin-2-yl)piperidine-2,6-dione